1,1-bis(2-hydroxyphenyl)heneicosane OC1=C(C=CC=C1)C(CCCCCCCCCCCCCCCCCCCC)C1=C(C=CC=C1)O